5-bromo-2-(methoxycarbonyl)-3-methylpyridin-1-ium-1-olate BrC=1C=C(C(=[N+](C1)[O-])C(=O)OC)C